vinylbenzyl-aminoethyl-trimethoxysilane C(=C)C(O[Si](OC)(OC)CCN)CC1=CC=CC=C1